(3E)-6-(ethoxymethoxy)-3-hexenyl-magnesium chloride C(C)OCOCC/C=C/CC[Mg]Cl